1-((3-bromophenyl)sulfonyl)-5-(3-(piperidin-1-yl)propoxy)-1H-indole BrC=1C=C(C=CC1)S(=O)(=O)N1C=CC2=CC(=CC=C12)OCCCN1CCCCC1